ClC1=CC(=C(C=C1)[C@H](C(F)(F)F)OC1=CC(=NC(=N1)OC1=CC=CC=C1)N1CCC2(CC(NC2)C(=O)O)CC1)N1N=C(C=C1)C 8-(6-((R)-1-(4-chloro-2-(3-methyl-1H-pyrazol-1-yl)phenyl)-2,2,2-trifluoroethoxy)-2-phenoxypyrimidin-4-yl)-2,8-diazaspiro[4.5]decane-3-carboxylic acid